{Thieno[3,2-c]pyridin-7-yl}methanamine S1C=CC=2C=NC=C(C21)CN